N[C@@H]1CC2=C(N(C=3C=CC(=CC23)C#N)CC2=NC=CC=C2)C1 |r| (±)-2-amino-4-pyridin-2-ylmethyl-1,2,3,4-tetrahydro-cyclopenta[b]indole-7-carbonitrile